2-Nitro-4-(pyridin-3-yl)aniline [N+](=O)([O-])C1=C(N)C=CC(=C1)C=1C=NC=CC1